5-[(3-cyano-2-fluorophenyl)methyl]-7-hexyl-5H,6H,7H,8H,9H,10H-cyclohepta[b]indole-4-carboxylic acid C(#N)C=1C(=C(C=CC1)CN1C2=C(C3=CC=CC(=C13)C(=O)O)CCCC(C2)CCCCCC)F